2-(1,1-dimethyl-2-propynyl)-2'-fluoro-5'-methoxy-biphenyl-4-carboxylic acid CC(C#C)(C)C1=C(C=CC(=C1)C(=O)O)C1=C(C=CC(=C1)OC)F